C[C@H]1CN(CCN1C)C1=CC=C2C(=CC=NC2=C1)NC1=C(C=C(C=C1)OCCOC)OC (S)-7-(3,4-dimethylpiperazin-1-yl)-N-(2-methoxy-4-(2-methoxyethoxy)phenyl)quinolin-4-amine